C(CCCCCCC)(=O)OC(CN(CC(CCCCCCCC)OC(CCCCCCC)=O)CCCN(C)C)CCCCCCCC ((3-(dimethylamino)propyl)azanediyl)bis(decane-1,2-diyl) dioctanoate